ClC1=CC(=CC(=N1)N1CCOCC1)S(=O)(=O)C1CCOC2=CC=CC=C12 4-(6-chloro-4-(chroman-4-ylsulfonyl)pyridin-2-yl)morpholine